5-(Methylsulfonyl)-2'-(5-(pyridin-2-yl)-1H-imidazol-2-yl)-3,4'-bipyridin CS(=O)(=O)C=1C=C(C=NC1)C1=CC(=NC=C1)C=1NC(=CN1)C1=NC=CC=C1